N-[2-[(2-chloro-4,6-dinitrophenyl)azo]-5-(di-2-propenyl-amino)-4-methoxyphenyl]acetamide ClC1=C(C(=CC(=C1)[N+](=O)[O-])[N+](=O)[O-])N=NC1=C(C=C(C(=C1)OC)N(CC=C)CC=C)NC(C)=O